[Si](C)(C)(C(C)(C)C)O[C@H]1C[C@H](N(C1)C(=O)OC(C)(C)C)C(N(C)C1=CC(=C(C=C1)F)F)=O (2S,4S)-tert-butyl 4-((tert-butyldimethylsilyl)oxy)-2-((3,4-difluorophenyl)(methyl)carbamoyl)-pyrrolidine-1-carboxylate